1-(2,5-dimethoxy-4-propylsulfanylphenyl)propan-2-amine COC1=C(C=C(C(=C1)SCCC)OC)CC(C)N